C(C)(C)(C)OC(=O)N1[C@@H](CN(C[C@@H]1C)C1=C2C=CN=NC2=C(C=C1)Br)C (2R,6S)-4-(8-bromocinnolin-5-yl)-2,6-dimethylpiperazine-1-carboxylic acid tert-butyl ester